(2S)-2-amino-6-methoxy-6-oxohexanoic acid hydrochloride Cl.N[C@H](C(=O)O)CCCC(=O)OC